[O].[P] phosphorus compound with oxygen